C(C=C)N1N(C2=NC(=NC=C2C1=O)NC1=CC=C(OCC(=O)NO)C=C1)C1=NC(=CC=C1)C(C)(C)O 2-(4-((2-allyl-1-(6-(2-hydroxypropan-2-yl)pyridin-2-yl)-3-oxo-2,3-dihydro-1H-pyrazolo[3,4-d]pyrimidin-6-yl)amino)phenoxy)-N-hydroxyacetamide